C1(CC1)COC=1C=CC2=C(C(=C(O2)C)C(=O)NC(CO)(CO)C)C1 5-(cyclopropylmethoxy)-N-(1,3-dihydroxy-2-methylpropan-2-yl)-2-methyl-1-benzofuran-3-carboxamide